4-((4,6-difluoro-5-(4'-((2-(2-hydroxyethoxy)ethoxy)methyl)-[1,1'-biphenyl]-4-yl)-1H-benzo[d]imidazol-2-yl)oxy)cyclohexane-1-carboxylic acid FC1=C(C(=CC=2NC(=NC21)OC2CCC(CC2)C(=O)O)F)C2=CC=C(C=C2)C2=CC=C(C=C2)COCCOCCO